7-bromo-6,8-difluoro-2-(((2R,7aS)-2-fluorohexahydro-1H-pyrrolizin-7a-yl)methoxy)-4-(2,2,2-trifluoroethoxy)quinazoline BrC1=C(C=C2C(=NC(=NC2=C1F)OC[C@]12CCCN2C[C@@H](C1)F)OCC(F)(F)F)F